3,N'-bis(1-naphthyl)-N,N'-diphenyl-4,4'-biphenyldiamine C1(=CC=CC2=CC=CC=C12)C=1C=C(C=CC1NC1=CC=CC=C1)C1=CC=C(C=C1)N(C1=CC=CC=C1)C1=CC=CC2=CC=CC=C12